OC1=C(C=CC=C1)C1=CC(=CN=N1)N1CCC(CC1)(C)C(=O)N1CC2(C1)CNC2 (1-(6-(2-hydroxyphenyl)pyridazin-4-yl)-4-methylpiperidin-4-yl)(2,6-diazaspiro[3.3]heptan-2-yl)methanone